N1(CCNCC1)C(=O)OC(C1=CC=C(C=C1)C(=O)OC)C(C)(C)C tert-butyl-[(4-methoxycarbonylphenyl) methyl] piperazine-1-carboxylate